C(C)(C)(C)OC(=O)N(C(=O)OC(C)(C)C)CCCBr.OC1=C(C=C(C=C1)C(C)C)C 2-(4-hydroxy-3-methylphenyl)propane di-tert-butyl-(3-bromopropyl)imidodicarbonate